C(#N)C[C@@H](C1=CC=C(C=C1)S(=O)(=O)CC)NC(C1=CC=C(C=C1)N1[C@@H](C[C@@H](C1)OC1=NC=CC=C1)COC(F)F)=O N-((S)-2-cyano-1-(4-(ethylsulfonyl)phenyl)ethyl)-4-((2S,4S)-2-((difluoromethoxy)methyl)-4-(pyridin-2-yloxy)pyrrolidin-1-yl)benzamide